N2,N2-Dimethyl-N5-(4-(6-phenylimidazo[1,2-a]pyridin-3-yl)pyrimidin-2-yl)pyridine-2,5-diamine CN(C1=NC=C(C=C1)NC1=NC=CC(=N1)C1=CN=C2N1C=C(C=C2)C2=CC=CC=C2)C